(3R)-3-amino-5-[(4-chlorophenyl)methyl]-7-(5-morpholino-1,3,4-oxadiazol-2-yl)-1,1-dioxo-2,3-dihydro-1lambda6,5-benzothiazepin-4-one N[C@H]1CS(C2=C(N(C1=O)CC1=CC=C(C=C1)Cl)C=C(C=C2)C=2OC(=NN2)N2CCOCC2)(=O)=O